N-(7-fluoro-2,2,5-trimethyl-4-oxo-1,2,3,4-tetrahydro-quinolin-3-yl)-formamide FC1=CC(=C2C(C(C(NC2=C1)(C)C)NC=O)=O)C